4-((4-chloro-3-(trifluoromethyl)phenyl)sulfonyl)aniline ClC1=C(C=C(C=C1)S(=O)(=O)C1=CC=C(N)C=C1)C(F)(F)F